7-(3-fluorobenzyl)-4-(4-chlorobenzyl)-6,7,8,9-tetrahydroimidazo[1,2-a]pyrido[3,4-e]pyrimidine-5(4H)-one FC=1C=C(CN2CC=3C(N(C=4N(C3CC2)C=CN4)CC4=CC=C(C=C4)Cl)=O)C=CC1